6,6,9-trimethylbenzo[c]chromen-1-ol CC1(OC=2C=CC=C(C2C2=C1C=CC(=C2)C)O)C